3-((3-chloro-2-fluorobenzyl)amino)-5-(2-chlorobenzyl)-6,7-difluoro-4H-benzo[e][1,2,4]thiadiazine 1,1-dioxide ClC=1C(=C(CNC2=NS(C3=C(N2)C(=C(C(=C3)F)F)CC3=C(C=CC=C3)Cl)(=O)=O)C=CC1)F